2-(5-{[(1S,2S,3R)-2-fluoro-8-azabicyclo[3.2.1]octan-3-yl](methyl)amino}pyrazin-2-yl)-5-(3-methyl-1H-pyrazol-5-yl)phenol F[C@H]1[C@@H]2CCC(C[C@H]1N(C=1N=CC(=NC1)C1=C(C=C(C=C1)C1=CC(=NN1)C)O)C)N2